COC1=CC2=C(N=C(S2)C2=CC=C(NCC#C)C=C2)C=C1 4-(6-methoxybenzo[d]thiazol-2-yl)-N-(prop-2-yn-1-yl)aniline